dimethylsiloxanedicarbinol CC(O)(O[SiH2]CO)C